C1(=CC=CC=C1)[C@H](C)NC=O (S)-N-(1-phenylethyl)formamide